BrC1=CC(=CN2C1=NC(=CC2=O)N2CCOCC2)C(=O)OC methyl 9-bromo-2-morpholino-4-oxo-pyrido[1,2-a]pyrimidine-7-carboxylate